CC=1C=C(\C=N\N2C3=NC(=NC(=C3N=C2)NC=2C(=NC=CC2)C)N2CCOCC2)C=CC1 (E)-9-((3-methylbenzylidene)amino)-N-(2-methylpyridin-3-yl)-2-morpholino-9H-purin-6-amine